(4S)-8,8-diethyl-4-((S)-2-(methylamino)propanamido)-5-oxo-N-((R)-1,2,3,4-tetrahydronaphthalen-1-yl)octahydropyrrolo[2,1-b][1,3]oxazepine-7-carboxamide hydrochloride Cl.C(C)C1(CC2OCC[C@@H](C(N2C1C(=O)N[C@@H]1CCCC2=CC=CC=C12)=O)NC([C@H](C)NC)=O)CC